C1(C=CCCC1)OC1=CC=CC(=N1)S(=O)(=O)NC(=O)C=1C(=NC=CC1)N1C(CC(C1)C)(C)C N-[(6-Cyclohex-2-en-1-yloxy-2-pyridyl)sulfonyl]-2-(2,2,4-trimethylpyrrolidin-1-yl)pyridin-3-carboxamid